ClC=1C=C(C=C(C1)B1OC(C(O1)(C)C)(C)C)[C@@H]1COCCN1C(C=C)=O (R)-1-(3-(3-chloro-5-(4,4,5,5-tetramethyl-1,3,2-dioxaborolan-2-yl)phenyl)morpholino)prop-2-en-1-one